[4-[3-(3,4-Dihydroxyphenyl)prop-2-enoyl]phenyl] 4-hydroxybenzenesulfonate OC1=CC=C(C=C1)S(=O)(=O)OC1=CC=C(C=C1)C(C=CC1=CC(=C(C=C1)O)O)=O